D-glucose Silicon [Si].O=C[C@H](O)[C@@H](O)[C@H](O)[C@H](O)CO